FC=1C(=C(C=CC1F)N1CN(C(C2=C1C=NC(=C2)C(F)(F)F)=O)C=2C(=NC(=CC2)OC)C)C 1-(3,4-difluoro-2-methylphenyl)-3-(6-methoxy-2-meth-ylpyridin-3-yl)-6-(trifluoromethyl)-2,3-dihydropyrido-[3,4-d]pyrimidin-4(1H)-one